C(C)OCC12CC3(CC(CC(C1)(C3)C3=CC=CC=C3)C2)C(=O)O rac-3-(ethoxymethyl)-5-phenyladamantane-1-carboxylic acid